tert-butyl 2-(hydroxymethyl)-6,7-dihydro-4H-pyrazolo[1,5-a]pyrazine-5-carboxylate OCC1=NN2C(CN(CC2)C(=O)OC(C)(C)C)=C1